C(C1=CC=CC=C1)N1C=NC2=CC=C(C=C2C1=O)C=1C=CC2=C(N=C(S2)NC(=O)NC2CCCCC2)C1 1-(5-(3-benzyl-4-oxo-3,4-dihydroquinazolin-6-yl)benzo[d]thiazol-2-yl)-3-cyclohexylurea